CN1C(=NC=C1C=1C=C2C=C(N=CC2=CC1)NC(=O)[C@@H]1CC[C@H](CC1)N1CCOCC1)C trans-N-(6-(1,2-dimethyl-1H-imidazol-5-yl)isoquinolin-3-yl)-4-morpholinylcyclohexane-1-carboxamide